Methyl 2-(2-azido-3,4-di-O-benzyl-2-deoxy-α-D-glucopyranosyl)acetate N(=[N+]=[N-])[C@H]1[C@H](O[C@@H]([C@H]([C@@H]1OCC1=CC=CC=C1)OCC1=CC=CC=C1)CO)CC(=O)OC